tert-butyl N-[3-methyl-5-[[2-[5-(methylcarbamoyl)-2-phenyl-1-piperidyl]-2-oxo-acetyl]amino]-2-pyridyl]carbamate CC=1C(=NC=C(C1)NC(C(=O)N1C(CCC(C1)C(NC)=O)C1=CC=CC=C1)=O)NC(OC(C)(C)C)=O